N4-(5-cyclopentyl-1H-pyrazol-3-yl)-N2,N4-dimethyl-N2-(2-methyl-2-azaspiro[3.3]hept-6-yl)pyrimidine-2,4-diamine C1(CCCC1)C1=CC(=NN1)N(C1=NC(=NC=C1)N(C1CC2(CN(C2)C)C1)C)C